C1(CC1)NC(C1=C(C=C(C=C1OC)C1=CN=C2N1C=CC(=C2)C2CCN(CC2)C)OC(F)F)=O N-cyclopropyl-2-(difluoromethoxy)-6-methoxy-4-[7-(1-methyl-4-piperidyl)imidazo[1,2-a]pyridin-3-yl]benzamide